C1(=CC=C(C=C1)OC=1C(=C(SC1C)C)C(=O)O)C1=CC=CC=C1 4-([1,1'-biphenyl]-4-yloxy)-2,5-dimethylthiophene-3-carboxylic acid